ClC=1C=C(C=CC1NCCCCCl)C(C(=O)OC)C Methyl 2-(3-chloro-4-(4-chlorobutylamino)phenyl)propanoate